C(C)(C)(C)OC(=O)N[C@@H](C(=O)OC)CC(C(=O)OC)C 1,5-dimethyl (2R)-2-[[(tert-butoxy)carbonyl]amino]-4-methylpentanedioate